3'-fluoro-N-(5-(((1s,4s)-4-hydroxy-4-methylcyclohexyl)oxy)-1,3,4-thiadiazol-2-yl)-5'-methoxy-2',6-dimethyl-(4,4'-bipyridine)-3-carboxamide FC=1C(=NC=C(C1C1=C(C=NC(=C1)C)C(=O)NC=1SC(=NN1)OC1CCC(CC1)(C)O)OC)C